C12=C(CCCC1)C(=O)OC2=O cis-cyclohexene-1,2-dicarboxylic anhydride